(R)-2-(3,5-dichloro-4-((5-hydroxy-4-((3-hydroxypyrrolidin-1-yl)sulfonyl)pyridin-2-yl)oxy)phenyl)-6-(difluoromethyl)-1,2,4-triazine-3,5(2H,4H)-dione ClC=1C=C(C=C(C1OC1=NC=C(C(=C1)S(=O)(=O)N1C[C@@H](CC1)O)O)Cl)N1N=C(C(NC1=O)=O)C(F)F